N[C@H](C)C=1C=C(C=C2C(N(C(=NC12)C=1N=CN(C1)C)C)=O)C (R)-8-(1-aminoethyl)-3,6-dimethyl-2-(1-methyl-1H-imidazol-4-yl)quinazolin-4(3H)-one